BrC=1C=C(C=CC1)C(CO[C@@H]([C@H]1CN(C2=C(N1CC1=CC=C(C=C1)OC)N=CC=C2)C(=O)OC(C)(C)C)C2=CC=CC=C2)=C tert-butyl (3R)-3-[(R)-{[2-(3-bromophenyl)prop-2-en-1-yl]oxy}(phenyl)methyl]-4-[(4-methoxyphenyl)methyl]-2H,3H-pyrido[2,3-b]pyrazine-1-carboxylate